4-(5-(4-methoxyphenyl)-3-(trifluoromethyl)-1H-pyrazol-1-yl)benzenesulfonamide COC1=CC=C(C=C1)C1=CC(=NN1C1=CC=C(C=C1)S(=O)(=O)N)C(F)(F)F